8-(1-(2,2-difluoroethyl)-1H-pyrazolo[3,4-b]pyrazin-6-yl)-1-ethyl-2-(4-(trifluoromethyl)pyridin-2-yl)-2,8-diazaspiro[4.5]decan-3-one FC(CN1N=CC=2C1=NC(=CN2)N2CCC1(CC(N(C1CC)C1=NC=CC(=C1)C(F)(F)F)=O)CC2)F